(2R,4S)-4-(benzo[b]thiophen-2-yl)-N-((S)-1-((4-carbamimidoylbenzyl)amino)-1-oxoprop-2-yl)piperidine-2-carboxamide ditrifluoroacetate FC(C(=O)O)(F)F.FC(C(=O)O)(F)F.S1C2=C(C=C1[C@@H]1C[C@@H](NCC1)C(=O)N[C@H](C(=O)NCC1=CC=C(C=C1)C(N)=N)C)C=CC=C2